ClC1=C(C(=CC(=C1)C1=C(N=C2N1CCN(C2)C(C=C)=O)C2=C(C=CC=C2)C(C)C)F)C2=C(C=CC=C2O)F 1-(3-(2-Chloro-2',6-difluoro-6'-hydroxy-[1,1'-biphenyl]-4-yl)-2-(2-isopropylphenyl)-5,6-dihydroimidazo[1,2-a]pyrazin-7(8H)-yl)prop-2-en-1-one